(2S)-2-[9H-fluoren-9-ylmethoxycarbonyl(methyl)amino]-4-phenylbutanoic acid C1=CC=CC=2C3=CC=CC=C3C(C12)COC(=O)N([C@H](C(=O)O)CCC1=CC=CC=C1)C